Cl.C12CC(CC(CC1)N2)OC=2SC1=C(C=NC(=C1)C=1C=C(C=3N(C1)C=C(N3)C)C#N)N2 6-{2-[(3-exo)-8-azabicyclo[3.2.1]oct-3-yloxy][1,3]thiazolo[4,5-c]pyridin-6-yl}-2-methylimidazo[1,2-a]pyridine-8-carbonitrile hydrochloride